[(2R,3R,4R,5R)-4-acetoxy-5-(4-aminopyrrolo[2,1-f][1,2,4]triazin-7-yl)-5-cyano-2-(isopropylcarbamoyloxymethyl)tetrahydrofuran-3-yl] acetate C(C)(=O)O[C@@H]1[C@H](O[C@@]([C@@H]1OC(C)=O)(C#N)C1=CC=C2C(=NC=NN21)N)COC(NC(C)C)=O